N1CCC(CC1)N1CC=CC1 N-PIPERIDIN-4-YL-2,5-DIHYDRO-1H-PYRROLE